B([O-])([O-])[O-].C(C(=O)OF)(=O)OF.[Li+].[Li+].[Li+] lithium difluoro (oxalate) borate